3,6-dibromopyridinecarbonitrile BrC=1C(=NC(=CC1)Br)C#N